C1(CC1)C(CC(=O)O)C1=CC(=CC=C1)OCC1=CC(=C(C=C1)C1=C(C=CC(=C1)OC)F)C(COCC#C)(C)C 3-cyclopropyl-3-(3-((2'-fluoro-5'-methoxy-2-(2-methyl-1-(prop-2-yn-1-yloxy)propan-2-yl)-[1,1'-biphenyl]-4-yl)methoxy)phenyl)propanoic acid